COC=1C=2N(C=C(C1)OC)N=C(C2)C2=CN=C1SC(=NN12)OC 4,6-dimethoxy-2-[2-methoxyimidazo[2,1-b][1,3,4]thiadiazol-5-yl]pyrazolo[1,5-a]pyridine